2-(3-(((1S,2S,3R,5R)-2-fluoro-9-azabicyclo[3.3.1]nonan-3-yl)(methyl)amino)-1,2,4-triazin-6-yl)-5-(1H-imidazol-1-yl)phenol F[C@H]1[C@@H]2CCC[C@H](C[C@H]1N(C=1N=NC(=CN1)C1=C(C=C(C=C1)N1C=NC=C1)O)C)N2